COC1=CC=C(C=C1)CCS(=O)(=O)NC1=C(N=CS1)C(=O)O 5-{[2-(4-methoxyphenyl)ethyl]sulfonamido}-1,3-thiazole-4-carboxylic acid